(R)-N-benzyl-4-(1-(3-(difluoromethyl)-2-fluorophenyl)ethylamino)-N,2-dimethyl-7-oxo-7,8-dihydropyrido[2,3-d]pyrimidine-6-carboxamide C(C1=CC=CC=C1)N(C(=O)C1=CC2=C(N=C(N=C2N[C@H](C)C2=C(C(=CC=C2)C(F)F)F)C)NC1=O)C